FC=1C(=NC=CC1)/C=C/S(=O)(C1=NC=CC(=C1)OC)=N (E)-(2-(3-fluoropyridin-2-yl)vinyl)(imino)(4-methoxypyridin-2-yl)-λ6-sulfanone